(4-(Benzyloxy)-3-(methoxy-d3)phenyl)ethan-1-amine C(C1=CC=CC=C1)OC1=C(C=C(C=C1)C(C)N)OC([2H])([2H])[2H]